1-Dimethylphosphoryl-3-nitrobenzene CP(=O)(C)C1=CC(=CC=C1)[N+](=O)[O-]